3,6,7,9-tetrahydro-1H-imidazo[4',5':4,5]benzo[1,2-b][1,4]oxazepine N1CNC=2C1=CC1=C(OCCCN1)C2